3H,4H-pyrido[2,3-d]pyrimidin N1=CNCC2=C1N=CC=C2